D-lactose-hydrate O.OC1[C@H](O)[C@@H](O)[C@H](O[C@H]2[C@H](O)[C@@H](O)[C@@H](O)[C@H](O2)CO)[C@H](O1)CO